C(C)OC(=O)[C@@H]1C[C@H](CCC1)OC=1N=CC(=NC1)C1=C(C(=NO1)C)C(=O)O Trans-5-(5-((3-(ethoxycarbonyl)cyclohexyl)oxy)pyrazin-2-yl)-3-methyl-isoxazole-4-carboxylic Acid